CN1N=C(C=2N=C(N=C(C21)NC(=O)C=2SC(=CC2)[N+](=O)[O-])C2=CC=CC=C2)CCC N-(1-methyl-5-phenyl-3-propyl-1H-pyrazolo[4,3-d]pyrimidin-7-yl)-5-nitrothiophene-2-carboxamide